FC=1C=C2C=CN(C2=CC1F)CCN1CC(CC1)(O)C 1-[2-(5,6-Difluoroindol-1-yl)ethyl]-3-methyl-pyrrolidin-3-ol